2-Amino-7-fluoro-4-(5-fluoro-3-((3R)-3-(3-methyl-3,8-diazabicyclo[3.2.1]octan-8-yl)pyrrolidin-1-yl)-7,9-dihydrofuro[3,4-f]quinazolin-6-yl)thieno[3,2-c]pyridine-3-carbonitrile NC1=C(C=2C(=NC=C(C2S1)F)C=1C2=C(C=3C=NC(=NC3C1F)N1C[C@@H](CC1)N1C3CN(CC1CC3)C)COC2)C#N